BrC=1C=NC(=NC1)C1CN(C1)[C@@H]1[C@H](CCCC1)OC=1C=C2CN(C(C2=CC1)=O)C1C(NC(CC1)=O)=O 3-(5-(((1S,2S)-2-(3-(5-bromo-pyrimidin-2-yl)azetidin-1-yl)cyclohexyl)oxy)-1-oxoisoindolin-2-yl)piperidine-2,6-dione